N1CC(C1)N1C(=NC(=C1)C(F)(F)F)C1=CC=C(C=C1)Br 1-(azetidin-3-yl)-2-(4-bromophenyl)-4-(trifluoromethyl)-1H-imidazole